C(C)(C)(C)OC(=O)N1C=CC2=C(C=CC(=C12)C)CN1C(CC(CC1)C=1SC(=CC1)Cl)C1=CC=C(C=C1)C(=O)OC 4-((2-(4-(methoxycarbonyl)phenyl)-4-(5-chlorothiophen-2-yl)piperidin-1-yl)methyl)-7-methyl-1H-Indole-1-carboxylic acid tert-butyl ester